O1CCCOC2=C1C=CC(=C2)C=2C(=CC(=C(C2)NC(=O)C2=CNC(C=C2C(F)(F)F)=O)N2C[C@H](N([C@H](C2)C)C)C)F |r| N-[5-(3,4-dihydro-2H-1,5-benzodioxepin-7-yl)-4-fluoro-2-[rac-(3R,5S)-3,4,5-trimethylpiperazin-1-yl]phenyl]-6-oxo-4-(trifluoromethyl)-1H-pyridine-3-carboxamide